NC=1C(=NC=CN1)S(=O)(=O)NC(=O)C=1C(=NC(=CC1)C1=CC=C(C=C1)C)C1=CC=C(C=C1)C N-(3-Aminopyrazin-2-yl)sulfonyl-2,6-bis(p-tolyl)pyridin-3-carboxamid